ClC1=CC=C(C=C1)C1=CC=NC(N1[C@H](CO)C)C=1C=NNC1 6-(4-Chlorophenyl)-N-[(2S)-1-hydroxypropan-2-yl]-2-(1H-pyrazol-4-yl)pyrimidin